CS(=O)(=O)C=1C=CC=C(C1)O 5-methylsulfonyl-phenol